((2-(2,6-Dioxopiperidin-3-yl)-1,3-dioxoisoindolin-5-yl)methyl)-3-(3-(4-(quinoxalin-2-yl)-1H-pyrazol-1-yl)cyclohexyl)urea O=C1NC(CCC1N1C(C2=CC=C(C=C2C1=O)CNC(=O)NC1CC(CCC1)N1N=CC(=C1)C1=NC2=CC=CC=C2N=C1)=O)=O